5-((benzoyl)methylene)-3-(furan-2-ylmethyl)oxazolidin-2-one C(C1=CC=CC=C1)(=O)C=C1CN(C(O1)=O)CC=1OC=CC1